S1C=NC2=C1C=C(C=C2)\C=C/2\C(NC(=N2)SCC)=O (Z)-5-(benzo[d]thiazol-6-ylmethylene)-2-(ethylthio)-3,5-dihydro-4H-imidazol-4-one